C(C)(C)(C)C1=C(C(=NC=C1)C1=NC=CC(=C1)C(C)(C)C)[Ni](Cl)Cl 4-tert-butyl-2-(4-tert-butyl-2-pyridyl)pyridylnickel dichloride